[OH-].C(CC)N1CN(C=C1)C 1-propyl-3-methyl-imidazole hydroxide